C(C)(C)(C)OC(NC1=NC=2N(C=C1)N=CC2C(F)(F)F)=O (3-(Trifluoromethyl)pyrazolo[1,5-a]pyrimidin-5-yl)carbamic acid tert-butyl ester